P(=O)(O)(O)OC[C@@H](COC(CCCCCCC\C=C/C\C=C/CCCCC)=O)OC(CCCCCCC\C=C/C\C=C/CCCCC)=O 1,2-dilinoleoyl-sn-glycerol 3-phosphate